8-(((s)-3-(benzyloxy)-2-(methyl(2,2,2-trifluoroethyl)amino)propyl)thio)-7-(2,4-difluorophenyl)-6-(trifluoromethyl)quinazoline-2,4(1H,3H)-dione C(C1=CC=CC=C1)OC[C@@H](CSC=1C(=C(C=C2C(NC(NC12)=O)=O)C(F)(F)F)C1=C(C=C(C=C1)F)F)N(CC(F)(F)F)C